6-aminohexyl (trifluoromethyl)carbamate FC(F)(F)NC(OCCCCCCN)=O